FC1=C(C(=CC(=C1)C(F)(F)F)O)C1=C2C(=C(N=N1)NCC1CCC(N1)=O)N=CC=C2 5-[[[5-[2-fluoro-6-hydroxy-4-(trifluoromethyl)phenyl]pyrido[2,3-d]pyridazin-8-yl]amino]methyl]pyrrolidin-2-one